[Mo].[Cu].[Fe].[S] sulfur iron copper molybdenum